ClC=1SC(=CC1)CCCl 2-chloro-5-(2-chloroethyl)thiophene